3,5-dihydroxy-7-oxo-heptanoic acid OC(CC(=O)O)CC(CC=O)O